tert-butyl ((3R,6S)-6-((2-(4-chlorophenoxy)ethyl)carbamoyl)tetrahydro-2H-pyran-3-yl)carbamate ClC1=CC=C(OCCNC(=O)[C@@H]2CC[C@H](CO2)NC(OC(C)(C)C)=O)C=C1